C(=O)C=1C=C(C(=O)N2CCN(CC2)C2=CC=C(C=N2)C#N)C=CC1 6-[4-(3-formylbenzoyl)piperazin-1-yl]pyridine-3-carbonitrile